3-(tert-butyl)-N-((R)-1-(2-trifluoromethyl-4-(6-((5-((S)-2-methylpiperazin-1-yl)pyridin-2-yl)amino)pyrimidin-4-yl)phenyl)ethyl)-1,2,4-oxadiazole-5-carboxamide C(C)(C)(C)C1=NOC(=N1)C(=O)N[C@H](C)C1=C(C=C(C=C1)C1=NC=NC(=C1)NC1=NC=C(C=C1)N1[C@H](CNCC1)C)C(F)(F)F